C(C)(C)N1N=C(C=2C1=NC(=CC2)N)C 1-Isopropyl-3-methyl-1H-pyrazolo[3,4-b]pyridin-6-amine